ClC1=NC=NC2=CC(=C(C=C12)C#N)F 4-CHLORO-7-FLUOROQUINAZOLINE-6-CARBONITRILE